C(N)(O[C@H]1C2(N(CC1CC2)C(=O)C=2N=C(C=1N(C2)N=C(C1C)C=1N(C2=CC=CC=C2C1)CC1CC1)OC)C(C)(C)C)=O Tert-butyl-((7R)-2-(2-(1-(cyclopropylmethyl)-1H-indol-2-yl)-4-methoxy-3-methylpyrazolo[1,5-a]pyrazine-6-carbonyl)-2-azabicyclo[2.2.1]hept-7-yl) carbamate